2',3'-dihydro-1'H-spiro[cyclopropan-1,4'-isoquinolin]-1'-one C1(NCC2(C3=CC=CC=C13)CC2)=O